FC=1C=C(C#N)C=CC1COC1=NC(=CC=C1)C1CCNCC1 3-fluoro-4-[[6-(4-piperidyl)-2-pyridyl]oxymethyl]benzonitrile